ClC1=CC(=NC(=N1)SC)OCC(C#N)(C)C 3-((6-chloro-2-(methylthio)pyrimidin-4-yl)oxy)-2,2-dimethylpropionitrile